C(CCCCC)C1C(N(C(S1)=O)CCCC(=O)NC1=CC(=C(C=C1)C1=NN=NN1)O)=O 4-(5-hexyl-2,4-dioxothiazolidin-3-yl)-N-(3-hydroxy-4-(1H-tetrazol-5-yl)phenyl)butanamide